tert-butyl (E)-(4-(5-carbamoyl-2-(1-ethyl-3-methyl-1H-pyrazole-5-carboxamido)-1H-benzofuro[6,7-d]imidazol-1-yl)but-2-en-1-yl)carbamate C(N)(=O)C1=CC=2N=C(N(C2C2=C1C=CO2)C/C=C/CNC(OC(C)(C)C)=O)NC(=O)C2=CC(=NN2CC)C